(R)-6-(3-aminopiperidin-1-yl)-1-(3-(5-methyl-1H-imidazol-1-yl)propyl)-3-(4-methylbenzyl)pyrimidine-2,4(1H,3H)-dione N[C@H]1CN(CCC1)C1=CC(N(C(N1CCCN1C=NC=C1C)=O)CC1=CC=C(C=C1)C)=O